N-(6-methoxy-2-methyl-1,2,3,4-tetrahydroisoquinolin-7-yl)-7-[2-(1-methyl-1H-pyrazol-5-yl)phenyl]quinazolin-2-amine COC=1C=C2CCN(CC2=CC1NC1=NC2=CC(=CC=C2C=N1)C1=C(C=CC=C1)C1=CC=NN1C)C